1,2-diphenyl-3-(3-bromophenyl)-2-buten C1(=CC=CC=C1)CC(=C(C)C1=CC(=CC=C1)Br)C1=CC=CC=C1